[GaH]1C(=CC=C1)N gallolamine